hydrogen bromate, hydroiodide I.Br(=O)(=O)O